3-fluoro-1-oxido-pyridin-1-ium FC=1C=[N+](C=CC1)[O-]